C1(CC1)C#CC(C(C)(F)F)(O)C1=C(C=C(C(=C1)F)C=O)NC(OC(C)(C)C)=O tert-butyl (2-(1-cyclopropyl-4,4-difluoro-3-hydroxypent-yn-3-yl)-4-fluoro-5-formylphenyl)carbamate